ethyl (S)-2-amino-4-((R)-3-(2-(5,6,7,8-tetrahydro-1,8-naphthyridin-2-yl)ethyl)pyrrolidin-1-yl)butanoate Trihydrochloride Cl.Cl.Cl.N[C@H](C(=O)OCC)CCN1C[C@@H](CC1)CCC1=NC=2NCCCC2C=C1